C(#N)C=1C=CC(=NC1)C(=O)NC1=CC=C(C(=N1)[C@]1(N=C(O[C@@H]([C@@H]1F)C(F)(F)F)NC(OC(C)(C)C)=O)C)F tert-Butyl (4R,5R,6S)-4-(6-(5-cyanopicolinamido)-3-fluoropyridin-2-yl)-5-fluoro-4-methyl-6-(trifluoromethyl)-5,6-dihydro-4H-1,3-oxazin-2-ylcarbamate